S1C=NC2=C1C(=CC=C2)[C@@H](C=2N=NN(C2)C2CC2)NC=2C=C1C(=C(C=NC1=C(C2)I)C#N)NOC(C)(C)C (S)-6-((benzo[d]thiazol-7-yl(1-cyclopropyl-1H-1,2,3-triazol-4-yl)methyl)amino)-4-(tert-butoxyamino)-8-iodoquinoline-3-carbonitrile